(R)-8-(1-((2-(1H-tetrazol-1-yl)phenyl)amino)ethyl)-3,6-dimethyl-2-morpholinoquinazolin-4(3H)-one N1(N=NN=C1)C1=C(C=CC=C1)N[C@H](C)C=1C=C(C=C2C(N(C(=NC12)N1CCOCC1)C)=O)C